1-(4-fluorophenyl)-5-((4-hydroxy-1-(pyridin-3-ylmethyl)piperidin-4-yl)methyl)-1,5-dihydro-4H-pyrazolo[3,4-d]pyrimidin-4-one FC1=CC=C(C=C1)N1N=CC2=C1N=CN(C2=O)CC2(CCN(CC2)CC=2C=NC=CC2)O